N'-(5-bromo-2-hydroxybenzylidene)-2-((3-fluorophenyl)amino)butanoyl-hydrazine BrC=1C=CC(=C(C=NNC(C(CC)NC2=CC(=CC=C2)F)=O)C1)O